C(C=C)(=O)N1CCC(CCC1)C N-acryloyl-4-methylhexamethyleneimine